2-methyl-5-(1-(tetrahydro-2H-pyran-4-yl)ethoxy)aniline CC1=C(N)C=C(C=C1)OC(C)C1CCOCC1